(3'R)-tert-Butyl 3-diazo-2-oxo-1,3'-bipiperidine-1'-carboxylate [N+](=[N-])=C1C(N(CCC1)[C@H]1CN(CCC1)C(=O)OC(C)(C)C)=O